8-(2-Amino-2-methylpropanoyl)-N-(1-(4-((4-aminopiperidin-1-yl)methyl)phenyl)-2-oxo-1,2-dihydropyrimidin-4-yl)hexahydro-1H-pyrazino[1,2-a]pyrazine-2(6H)-carboxamide hydrochloride salt Cl.NC(C(=O)N1CC2N(CCN(C2)C(=O)NC2=NC(N(C=C2)C2=CC=C(C=C2)CN2CCC(CC2)N)=O)CC1)(C)C